C1=CNC=2C(NC=3C=CC=CC3C21)=O 3,5-dihydro-4H-pyrrolo[2,3-c]quinolin-4-one